C(C)(C)(C)C1=CC=C(COC2=CC(=NC3=CC=CC=C23)C(=O)NCC2=CC=C(C(=O)OC)C=C2)C=C1 Methyl 4-((4-((4-(tert-butyl)benzyl)oxy)quinoline-2-carboxamido)methyl)benzoate